[K].C1CCC2=C(C=3CCCC3C=C12)NC(=O)NS(=O)(=O)CC1CN(CCO1)C(C)C N-((1,2,3,5,6,7-Hexahydro-s-indacen-4-yl)carbamoyl)-1-(4-isopropylmorpholin-2-yl)methanesulfonamide, Potassium Salt